7-(benzylsulfanyl)-3-oxo-1,2-dihydroindene-5-carbonitrile C(C1=CC=CC=C1)SC=1C=C(C=C2C(CCC12)=O)C#N